9,9'-(4-(3-(pyridin-2-yl)phenyl)pyridine-2,6-diyl)bis(3,6-diphenyl-9H-carbazole) N1=C(C=CC=C1)C=1C=C(C=CC1)C1=CC(=NC(=C1)N1C2=CC=C(C=C2C=2C=C(C=CC12)C1=CC=CC=C1)C1=CC=CC=C1)N1C2=CC=C(C=C2C=2C=C(C=CC12)C1=CC=CC=C1)C1=CC=CC=C1